(6-methylbenzo[d]thiazol-2-yl)carbamic acid tert-butyl ester C(C)(C)(C)OC(NC=1SC2=C(N1)C=CC(=C2)C)=O